n-butylammonium sulfate S(=O)(=O)([O-])[O-].C(CCC)[NH3+].C(CCC)[NH3+]